4-(1-(((R)-4-(5,6-dimethoxybenzo[b]selenophen-2-yl)-2-ethyl-4-oxobutanoyl)oxy)ethyl)-1-(2,4-dinitrophenyl)pyridin-1-ium 4-methylbenzenesulfonate CC1=CC=C(C=C1)S(=O)(=O)[O-].COC1=CC2=C([Se]C(=C2)C(C[C@H](C(=O)OC(C)C2=CC=[N+](C=C2)C2=C(C=C(C=C2)[N+](=O)[O-])[N+](=O)[O-])CC)=O)C=C1OC